3,7-dimethyloct-6-en-1-ylacetate CC(CCCC(=O)[O-])CCC=C(C)C